NC1CCN(CC1)C1=NC(=C2N=CN(C2=N1)C(C)C)NCC=1C(=NC=CC1)C1=CC=NN1C 2-(4-aminopiperidin-1-yl)-9-isopropyl-N-((2-(1-methyl-1H-pyrazol-5-yl)pyridin-3-yl)methyl)-9H-purin-6-amine